FC1=CC=C(C=C1)NC(=O)C1(CC1)C(=O)NC1=CC=C(OC2=CC=NC3=CC(=C(C=C23)C)C(=O)OC)C=C1 methyl 4-[4-[[1-[(4-fluorophenyl)carbamoyl] cyclopropanecarbonyl] amino]phenoxy]-6-methylquinoline-7-carboxylate